(4-(di(pyridin-2-yl)methylene)piperidin-1-yl)(5-methylpyridin-3-yl)methanone N1=C(C=CC=C1)C(=C1CCN(CC1)C(=O)C=1C=NC=C(C1)C)C1=NC=CC=C1